BrC=1C=C(C=CC1C(F)(F)F)NC(=O)N1C2CCC1CC=1N=CN=CC12 (±)-N-(3-bromo-4-(trifluoromethyl)phenyl)-6,7,8,9-tetrahydro-5H-5,8-epiminocyclohepta[d]-pyrimidine-10-carboxamide